8-(2,4-Difluorophenyl)-9-(5-fluoro-4-((1-(3-fluoropropyl)azetidin-3-yliden)methyl)-2-methylphenyl)-6,7-dihydro-5H-benzo[7]annulen FC1=C(C=CC(=C1)F)C=1CCCC2=C(C1C1=C(C=C(C(=C1)F)C=C1CN(C1)CCCF)C)C=CC=C2